F[C@@H]1C2CC[C@@H](C[C@@H]1N(C=1N=CC(=NC1)C1=C(C=3N(C=C1)C(=NN3)C)O)C)N2 7-(5-{[(2R,3S,5S)-2-fluoro-8-azabicyclo[3.2.1]octan-3-yl](methyl)amino}pyrazin-2-yl)-3-methyl-[1,2,4]triazolo[4,3-a]pyridin-8-ol